C(C)(=O)O[C@@H]1[C@@H]([C@H]([C@H](SC=2C(=NC=C(C2)Br)C#N)O[C@@H]1COC(C)=O)OC)N=[N+]=[N-] 5-Bromo-2-cyanopyridin-3-yl 4,6-di-O-acetyl-3-azido-3-deoxy-2-O-methyl-1-thio-β-D-galactopyranoside